5-(2-cyclopropyl-5-fluoropyridin-4-yl)-1-{[2-(trimethylsilyl)ethoxy]methyl}pyrazole C1(CC1)C1=NC=C(C(=C1)C1=CC=NN1COCC[Si](C)(C)C)F